FC(C1=NN=C(S1)C1=NC=C2N1C=C(C=C2N2C[C@H](N(CC2)C(=O)C2(CC2)C)C)S(=O)(=O)NC2(CC2)C)F (R)-3-(5-(difluoromethyl)-1,3,4-thiadiazol-2-yl)-8-(3-methyl-4-(1-methylcyclopropane-1-carbonyl)piperazin-1-yl)-N-(1-methylcyclopropyl)imidazo[1,5-a]pyridine-6-sulfonamide